methyl 7-bromo-3-(2-bromoethyl)-2-(bromomethyl)-1-neopentylindoline-5-carboxylate BrC=1C=C(C=C2C(C(N(C12)CC(C)(C)C)CBr)CCBr)C(=O)OC